C(C)C(C(=O)[O-])CC.C(C)CC(CC(=O)[O-])=O.C(C)CC(CC(=O)[O-])=O.C(C)CC(CC(=O)[O-])=O.[Al+].C[C-]1C=CC=C1.[CH-]1C=CC=C1.[Fe+2].[Fe+3] iron (III) monomethyl-ferrocene aluminum tris(ethylacetoacetate) diethyl-acetate